(2-(4-bromo-3-methylphenyl)propyl)carbamic acid tert-butyl ester C(C)(C)(C)OC(NCC(C)C1=CC(=C(C=C1)Br)C)=O